3β-(1H-tetrazol-5-yl)-17-(1H-benzimidazol-1-yl)androsta-5,16-diene N1N=NN=C1[C@@H]1CC2=CC[C@H]3[C@@H]4CC=C([C@@]4(C)CC[C@@H]3[C@]2(CC1)C)N1C=NC2=C1C=CC=C2